BrC1=CC2=C(C3(OCC2)C[C@H](N(CC3)C(=O)OC(C)(C)C)C=3N=NN(C3)C)S1 tert-butyl (2S)-2'-bromo-2-(1-methyl-1H-1,2,3-triazol-4-yl)-4',5'-dihydrospiro[piperidine-4,7'-thieno[2,3-c]pyran]-1-carboxylate